3-Fmoc-aminoglutaric acid C(=O)(OCC1C2=CC=CC=C2C2=CC=CC=C12)C(C(C(=O)O)N)CC(=O)O